ClC=1C=C2C=NC(=NC2=CC1N1CCN(CC1)C1(COC1)C)NC=1C=NN(C1)CC(C)(O)C 1-[4-({6-chloro-7-[4-(3-methyloxetan-3-yl)piperazin-1-yl]quinazolin-2-yl}amino)-1H-pyrazol-1-yl]-2-methylpropan-2-ol